O[C@@H](CCCCCCCC=CC=CC(=O)O)CCCCC |r| (±)-13-hydroxy-9Z,11E-octadecadienoic acid